ClC1=CC=C2C(=C(N(C2=C1F)C=1C=NN(C1)CCCC(=O)NC)C1CC1)SC1=CC=CC(=N1)C(=O)O 6-((6-chloro-2-cyclopropyl-7-fluoro-1-(1-(4-(methylamino)-4-oxobutyl)-1H-pyrazol-4-yl)-1H-indol-3-yl)thio)picolinic acid